2-fluoro-6-formyl-4-(3-(4-(pyrrolidin-1-yl)phenyl)-1,2,4-thiadiazol-5-yl)phenyl (2-(2-hydroxyethoxy)ethyl) carbonate C(OC1=C(C=C(C=C1C=O)C1=NC(=NS1)C1=CC=C(C=C1)N1CCCC1)F)(OCCOCCO)=O